(5R)-2-(2-methoxypyridin-4-yl)-5-methyl-6,7-dihydro-5H-pyrazolo[5,1-b][1,3]oxazine-3-carboxylic acid ethyl ester C(C)OC(=O)C=1C(=NN2C1O[C@@H](CC2)C)C2=CC(=NC=C2)OC